5-((2-chloro-4-(trifluoromethyl)phenoxy)methyl)-2-methyl-3,4-dihydroisoquinolin-1(2H)-one ClC1=C(OCC2=C3CCN(C(C3=CC=C2)=O)C)C=CC(=C1)C(F)(F)F